2-(3-hydroxyprop-1-yn-1-yl)-1,3,3-trimethylbicyclo[2.2.1]heptan-2-ol OCC#CC1(C2(CCC(C1(C)C)C2)C)O